FC1(CCNCC1)C1=C(C#N)C=CC=C1 (4-fluoropiperidin-4-yl)benzonitrile